COC(=O)C1=CC2=C(N(C(CO2)=O)C)C=C1 4-methyl-3-oxo-2H-1,4-benzoxazine-7-carboxylic acid methyl ester